6-(5-((4-(methylsulfonyl)piperazin-1-yl)methyl)furan-2-yl)quinazolin-4-amine CS(=O)(=O)N1CCN(CC1)CC1=CC=C(O1)C=1C=C2C(=NC=NC2=CC1)N